2-[1-[(2S)-4-[3-fluoro-5-isobutyl-2-(2H-tetrazol-5-yl)-phenyl]-2-methyl-piperazin-1-yl]-ethyl]-5-methyl-thiazole FC=1C(=C(C=C(C1)CC(C)C)N1C[C@@H](N(CC1)C(C)C=1SC(=CN1)C)C)C=1N=NNN1